(6-chloro-5-fluoro-4-(trifluoromethyl)pyridin-3-yl)carbamic acid tert-butyl ester C(C)(C)(C)OC(NC=1C=NC(=C(C1C(F)(F)F)F)Cl)=O